tert-butyl {(1R,3R)-3-[(2'-cyclobutyl-5-{1-[(ethanesulfonyl)amino]-2-methyl-1-oxopropan-2-yl}-3'-fluoro[1,1'-biphenyl]-2-yl)oxy]cyclopentyl}carbamate C1(CCC1)C1=C(C=CC=C1F)C1=C(C=CC(=C1)C(C(=O)NS(=O)(=O)CC)(C)C)O[C@H]1C[C@@H](CC1)NC(OC(C)(C)C)=O